C(C)(C)(C)OC=1C=CC(=NC1)B(O)O 5-(TERT-BUTOXY)PYRIDINE-2-BORONIC ACID